C(C)N(C1=CC2=C(C(=NN(C2=O)CC(=O)OCC)C(C)C)O1)CC1=CC=C(C=C1)OC ethyl 2-[2-[ethyl-[(4-methoxyphenyl)methyl]amino]-7-isopropyl-4-oxo-furo[2,3-d]pyridazin-5-yl]acetate